ClC=1C=C(C=CC1)C(CO)NC(=O)C1=CN(C=C1)C1=NC(=NC=C1C)NC1=CC(=C(C=C1)F)C(N(C)C)=O N-(1-(3-chloro-phenyl)-2-hydroxyethyl)-1-(2-((3-(dimethyl-carbamoyl)-4-fluorophenyl)amino)-5-methyl-pyrimidin-4-yl)-1H-pyrrole-3-carboxamide